OC(C)(C)C=1N=C(SC1)[S@](=O)(N)=NC(NC1=C2CCCC2=CC2=C1OCC2)=O (S)-4-(2-hydroxy-propan-2-yl)-N'-((3,5,6,7-tetrahydro-2H-indeno-[5,6-b]furan-8-yl)carbamoyl)thiazole-2-sulfonimidamide